6-(3-methoxyphenyl)-2-(6-methylpyridin-2-yl)phthalazin-1(2H)-one COC=1C=C(C=CC1)C=1C=C2C=NN(C(C2=CC1)=O)C1=NC(=CC=C1)C